ClC1=C2C=NC(=NC2=C(C=C1)C1=C(C=CC=C1C)F)NC1=CC=C2CCN(CC2=C1)C 5-Chloro-8-(2-fluoro-6-methylphenyl)-N-(2-methyl-1,2,3,4-tetrahydroisoquinolin-7-yl)quinazoline-2-amine